methyl 4-(4-((4-chloro-3-fluorobenzyl)amino)-3-ethyl-1-methyl-1H-pyrazolo[3,4-d]pyrimidin-6-yl)benzoate ClC1=C(C=C(CNC2=C3C(=NC(=N2)C2=CC=C(C(=O)OC)C=C2)N(N=C3CC)C)C=C1)F